ClC=1C(=CC(=C(C(=O)NC2=CC(=CC=C2)S(N)(=O)=O)C1)C1CCOC2=CC(=CC=C12)C(F)(F)F)C(F)(F)F 5-chloro-2-(7-(trifluoromethyl)chroman-4-yl)-N-(3-sulfamylphenyl)-4-(trifluoromethyl)benzamide